N-fluorenylmethoxycarbonyl-β-alanine C1(=CC=CC=2C3=CC=CC=C3CC12)COC(=O)NCCC(=O)O